BrC=1C=C2C(C=C(OC2=CC1OCOC)C)=O 6-bromo-7-(methoxymethyloxy)-2-methylchromen-4-one